C(C\C=C\C)C1CCC(CC1)=O 4-pent-(3E)-enylcyclohexanone